(p-tolylthio)spiro[cyclopropane-1,5'-inden] C1(=CC=C(C=C1)SC=1C=CC2=CC3(C=CC12)CC3)C